tert-butyl (4S)-4-formyl-2,2-dimethyloxazolidine-3-carboxylate C(=O)[C@H]1N(C(OC1)(C)C)C(=O)OC(C)(C)C